CN(C1(CCCCC1)C#N)C 1-(dimethylamino)cyclohexanecarbonitrile